3-chloro-4-ethylpyridazine ClC=1N=NC=CC1CC